2-[BUTYL(ETHYL)AMINO]ACETALDEHYDE C(CCC)N(CC=O)CC